4-(2-amino-2-methylpropanoyl)-N-(1-(4-((cis-4-amino-3-hydroxypiperidin-1-yl)methyl)phenyl)-2-oxo-1,2-dihydropyrimidin-4-yl)piperazine-1-carboxamide hydrochloride salt Cl.NC(C(=O)N1CCN(CC1)C(=O)NC1=NC(N(C=C1)C1=CC=C(C=C1)CN1C[C@H]([C@H](CC1)N)O)=O)(C)C